NC=1C=C(C=CC1C)NC(C=C)=O N-(3-amino-4-methyl-phenyl)prop-2-enamide